5-(4-((1-(4-(1,2-bis(4-hydroxyphenyl)but-1-en-1-yl)phenyl)piperidin-4-yl)methyl)piperazin-1-yl-2,2,3,3,5,5,6,6-d8)-2-(2,6-dioxopiperidin-3-yl)-4-fluoroisoindoline-1,3-dione OC1=CC=C(C=C1)C(=C(CC)C1=CC=C(C=C1)O)C1=CC=C(C=C1)N1CCC(CC1)CN1C(C(N(C(C1([2H])[2H])([2H])[2H])C=1C(=C2C(N(C(C2=CC1)=O)C1C(NC(CC1)=O)=O)=O)F)([2H])[2H])([2H])[2H]